BrC=1N=C2C(=NC1)N(N=C2)C2OCCCC2 5-bromo-1-tetrahydropyran-2-yl-pyrazolo[3,4-b]pyrazine